C(CCC(=O)[O-])(=O)[O-].[NH4+].[NH4+] ammonium succinate